C1CCC2=C(C=CC=C12)C1=C(C=C2C(=N1)C(=NN2)C=2C=NN(C2)[C@@H]2CN(CC2)C(=O)C2CC(C2)(C)O)OC ((S)-3-(4-(5-(2,3-Dihydro-1H-inden-4-yl)-6-methoxy-1H-pyrazolo[4,3-b]pyridin-3-yl)-1H-pyrazol-1-yl)pyrrolidin-1-yl)((1s,3r)-3-hydroxy-3-methylcyclobutyl)methanone